C[Si](OCC1CCC(CC1)O)(C(C)(C)C)C 4-(dimethyl-t-butylsiloxymethyl)cyclohexanol